3-(1-methylpyrrolidine-2-yl)acrylic acid hydrochloride Cl.CN1C(CCC1)C=CC(=O)O